FC(C(=O)NCC(NC1=C(C=CC=C1)C)=O)(F)F 2,2,2-trifluoro-N-(2-oxo-2-(o-tolylamino)ethyl)acetamide